COC=1C=C(C=C2C(=NN(C12)C)C)C(=O)N1CCC2(CC1)CC1=C(N=C(S1)C(C([2H])([2H])[2H])(C([2H])([2H])[2H])C([2H])([2H])[2H])C(C2)=O 1'-(7-methoxy-1,3-dimethyl-1H-indazole-5-carbonyl)-2-(2-(methyl-d3)propan-2-yl-1,1,1,3,3,3-d6)-5H-spiro[benzo[d]thiazole-6,4'-piperidin]-4(7H)-one